succinamid C(CCC(=O)N)(=O)N